COC1=C(C=C(C=C1)C1=C(C=CC=C1)NC(CC(=O)NC1=NC(=CC=C1)OC([2H])([2H])[2H])=O)C(=O)O 4-methoxy-2'-(3-((6-(methoxy-d3)pyridin-2-yl)amino)-3-oxopropanamido)-[1,1'-biphenyl]-3-carboxylic acid